N-(1-hydroxy-2-methylpropan-2-yl)-2-methyl-5-((2-(trifluoromethyl)pyridin-3-yl)methoxy)benzo-furan-3-carboxamide OCC(C)(C)NC(=O)C1=C(OC2=C1C=C(C=C2)OCC=2C(=NC=CC2)C(F)(F)F)C